C(C(=C)C)(=O)OCCC[Si](OC(C)C)(OC(C)C)OC(C)C γ-methacryloxypropyl-tris-(2-propoxy)silane